ClCCCN1CC2=CC=CC=C2CC1 2-(3-chloropropyl)-1,2,3,4-tetrahydroisoquinoline